(5-(5-fluoro-2-methoxypyridin-4-yl)-1H-pyrazole-3-carbonyl)-N-(1-(3-methyl-1H-indazol-5-yl)ethyl)piperidine-4-carboxamide FC=1C(=CC(=NC1)OC)C1=CC(=NN1)C(=O)N1CCC(CC1)C(=O)NC(C)C=1C=C2C(=NNC2=CC1)C